bis(methyl-d3)ethan-1-amine C([2H])([2H])([2H])C(C)(N)C([2H])([2H])[2H]